5-chloro-1'-[2-({8-[(cis)-3-hydroxy-3-methylcyclobutyl]pyrido[2,3-d]pyridazin-3-yl}oxy)ethyl]-1,2-dihydrospiro[indole-3,4'-piperidin]-2-one ClC=1C=C2C(=CC1)NC(C21CCN(CC1)CCOC1=CC=2C(=C(N=NC2)C2CC(C2)(C)O)N=C1)=O